(E)-N-(4-(1-(6-(4-(4-((2-(2,6-dioxopiperidin-3-yl)-1-oxoisoindoline-4-yl)thio)butyl)piperazin-1-yl)nicotinoyl)piperidin-4-yl)butyl)-3-(pyridin-3-yl)acrylamide O=C1NC(CCC1N1C(C2=CC=CC(=C2C1)SCCCCN1CCN(CC1)C1=NC=C(C(=O)N2CCC(CC2)CCCCNC(\C=C\C=2C=NC=CC2)=O)C=C1)=O)=O